5-(isopentenylaminomethyl)-2-thiouridine triphosphate P(O)(=O)(OP(=O)(O)OP(=O)(O)O)OC[C@@H]1[C@H]([C@H]([C@@H](O1)N1C(=S)NC(=O)C(=C1)CNCCC(=C)C)O)O